tert-butyl 4-(4-aminophenyl)piperazine-1-carboxylate dihydrochloride Cl.Cl.NC1=CC=C(C=C1)N1CCN(CC1)C(=O)OC(C)(C)C